COC1=CC=C(C=C1)C(OC[C@]12O[C@H]([C@H](NC1)[C@@H]2O)N2C1=NC=NC(=C1N=C2)NC(C2=CC=CC=C2)=O)(C2=CC=CC=C2)C2=CC=C(C=C2)OC N-(9-{(1R,3R,4R,7S)-1-{[bis(4-methoxyphenyl)(phenyl)methoxy]Methyl}-7-hydroxy-2-oxa-5-azabicyclo[2.2.1]Hept-3-yl}-9H-purin-6-yl)benzamide